2-methyl-2-(2-(methylsulfonamido)pyrimidin-4-yl)-N-(4-(6-(trifluoromethyl)pyrazin-2-yl)phenyl)propanamide CC(C(=O)NC1=CC=C(C=C1)C1=NC(=CN=C1)C(F)(F)F)(C)C1=NC(=NC=C1)NS(=O)(=O)C